C(CC)SC1=CC2=C(N=CN2)C=C1 5-propylthio-benzimidazole